1-(5-(5-((R)-2-(2,5-difluorophenyl)pyrrolidin-1-yl)pyrazolo[1,5-a]pyrimidin-3-yl)-4H-1,2,4-triazol-3-yl)prop-2-yn-1-ol FC1=C(C=C(C=C1)F)[C@@H]1N(CCC1)C1=NC=2N(C=C1)N=CC2C=2NC(=NN2)C(C#C)O